ClC=1C(=NC(=NC1)NC1CCOCC1)C=1C=C2C(=NC1)CN(C2=O)[C@@H](C(=O)O)C (R)-2-(3-(5-chloro-2-((oxan-4-yl)amino)pyrimidin-4-yl)-5-oxo-5H-pyrrolo[3,4-b]pyridin-6(7H)-yl)propanoic acid